C1(CC1)N1N=CC(=C1)C1OCCC(C1)C=1C=C(C=2N(C(C(=C(N2)C)C)=O)C1)C1=C(C=C(C=C1)F)F 7-[2-(1-cyclopropylpyrazol-4-yl)tetrahydropyran-4-yl]-9-(2,4-difluorophenyl)-2,3-dimethyl-pyrido[1,2-a]pyrimidin-4-one